C(C)N(C1=CC=C(C=C1)/C=C/C=C/C=1N=CC(=NC1)N)CC 5-((1E,3E)-4-(4-(diethylamino)phenyl)butan-1,3-dien-1-yl)pyrazin-2-amine